4-amino-3-cyclobutyl-1,3-dihydroquinoxalin-2-one NN1C(C(NC2=CC=CC=C12)=O)C1CCC1